CC12CC3(CC(CC(C1)(C3)C)C2)N 3,5-Dimethyl-1-adamantanamin